ClC=1C=C(N)C=CC1OC=1C=C2C(=NC1)N(C=N2)C 3-chloro-4-((3-methyl-3H-imidazo[4,5-b]pyridin-6-yl)oxy)aniline